N-(2,4-dimethyl-5-((5-(2,2,2-trifluoroethyl)pyridin-2-yl)carbamoyl)phenyl)-2-methylthiazole-5-carboxamide CC1=C(C=C(C(=C1)C)C(NC1=NC=C(C=C1)CC(F)(F)F)=O)NC(=O)C1=CN=C(S1)C